C1(CCC1)CNCC=1C=CC=2N(C1)C=C(N2)CNC(=O)C=2N=C1N(C(C2)=O)C=CC=C1 N-[(6-{[(cyclobutyl-methyl)amino]methyl}imidazo[1,2-a]pyridin-2-yl)methyl]-4-oxo-4H-pyrido[1,2-a]pyrimidine-2-carboxamide